N1(CCCCC1)CC(=O)N1CCC2=C(CC1)C(C1=CC=CC=C1C2=O)=O 3-(2-(piperidin-1-yl)acetyl)-2,3,4,5-tetrahydro-1H-naphtho[2,3-d]azepine-6,11-dione